Butane-2-sulfonic acid {3-[2-(2-chloropyrimidin-4-yl)-acetyl]-2-fluorophenyl}-amide ClC1=NC=CC(=N1)CC(=O)C=1C(=C(C=CC1)NS(=O)(=O)C(C)CC)F